COC1=NC(=NC=C1OC)N 4,5-dimethoxypyrimidine-2-amine